C(#N)[BH3-].[Na+] sodium cyano-borohydride